6-bromo-[1,2,4]triazolo[1,5-A]pyridin-2-amine BrC=1C=CC=2N(C1)N=C(N2)N